C1(CCCCCCC1)C(C(NC1=CC=C2C(=C1)NC(C21CCOCC1)=O)=O)NC(=O)C=1N(N=CC1)CC N-{1-cyclooctyl-2-oxo-2-[(2-oxospiro[indoline-3,4'-tetrahydropyran]-6-yl)amino]ethyl}-2-ethylpyrazole-3-carboxamide